C1(CC(C(CC1)C(C)C)C(C(=O)[O-])OCCOC)C menthyl-(2-methoxyethoxy)acetate